octa-5-yn CCCCC#CCC